O(C1=CC=CC=C1)CCCN1C(C(NC2=CC=CC=C12)=O)=O 1-(3-phenoxypropyl)-1,4-dihydroquinoxaline-2,3-dione